C(C)(C)(C)OC(=O)NC[C@H](C(=O)O)O |r| racemic-3-(tert-butoxycarbonylamino)-2-hydroxy-propanoic acid